4-(tert-butyl) 1-methyl propioloyl-L-aspartate C(C#C)(=O)N[C@@H](CC(=O)OC(C)(C)C)C(=O)OC